(S)-{1-{6-[(1H-indazol-5-yl) amino]-3-[2-(cyclopentylamino) acetamido] pyridin-2-yl} pyrrolidin-2-yl} p-tolylcarbamate C1(=CC=C(C=C1)NC(O[C@@H]1N(CCC1)C1=NC(=CC=C1NC(CNC1CCCC1)=O)NC=1C=C2C=NNC2=CC1)=O)C